1-(4-chloro-1'-methyl-1-phenyl-1h,1'h-[3,4'-bipyrazole]-5-yl)-3-((3s,4r)-4-(3,5-difluorophenyl)-1-(2-methoxyethyl)pyrrolidin-3-yl)urea ClC=1C(=NN(C1NC(=O)N[C@@H]1CN(C[C@H]1C1=CC(=CC(=C1)F)F)CCOC)C1=CC=CC=C1)C=1C=NN(C1)C